C(#N)CC1(CN(C1)S(=O)(=O)CC)N1N=CC(=C1)C=1C2=C(N=C(N1)NC1=CC=C(C(=O)NCCCCOC3=CC(=CC=C3)C3C(NC(CC3)=O)=O)C=C1)NC=C2 4-((4-(1-(3-(cyanomethyl)-1-(ethylsulfonyl)azetidin-3-yl)-1H-pyrazol-4-yl)-7H-pyrrolo[2,3-d]pyrimidin-2-yl)amino)-N-(4-(3-(2,6-dioxopiperidin-3-yl)phenoxy)butyl)benzamide